2(R)-cyclopropyl(2-methylpiperazin-1-yl)methanone C1C(C1)C(=O)N1[C@@H](CNCC1)C